COC1=C(C=NC=C1)S(=O)(=O)C1=CC=C(C(=O)O)C=C1 4-[(4-methoxy-3-pyridinyl)sulfonyl]benzoic acid